(±)-N-[3-[[(trans)-2-cyanocyclopropanecarbonyl]amino]-6-(2-oxo-1,3-benzooxazol-3-yl)-8-isoquinolinyl]carbamic acid tert-butyl ester C(C)(C)(C)OC(NC=1C=C(C=C2C=C(N=CC12)NC(=O)[C@H]1[C@@H](C1)C#N)N1C(OC2=C1C=CC=C2)=O)=O |r|